6-(6-(trifluoromethyl)pyrazin-2-yl)-1,3,5-triazine-2,4(1H,3H)-dione FC(C1=CN=CC(=N1)C1=NC(NC(N1)=O)=O)(F)F